3-bromo-N-[4-chloro-2-methyl-6-[(methylamino)thiomethyl]phenyl]-1-(3-chloro-2-pyridinyl)-1H-pyrazole-5-Formamide BrC1=NN(C(=C1)C(=O)NC1=C(C=C(C=C1CSNC)Cl)C)C1=NC=CC=C1Cl